FC(C1=CC=C(C=C1)C=1N=C(OC1)NC=1C=NC(=NC1)C(=O)O)(F)F 5-((4-(4-(trifluoromethyl)phenyl)oxazol-2-yl)amino)pyrimidine-2-carboxylic acid